ClC1=CC=C(C=C1)NC=1C(=NN(C1)C1=C(C=CC=C1F)F)C(=O)N 4-((4-chlorophenyl)amino)-1-(2,6-difluorophenyl)-1H-pyrazole-3-carboxamide